ClC1=CC=C2C(=CNC2=C1)S(=O)(=O)NC=1C(=NC(=C(C1)F)C1CC1)F 6-Chloro-N-(6-cyclopropyl-2,5-difluoropyridin-3-yl)-1H-indol-3-sulfonamid